ClC=1C=C2CC(CC2=CC1)NC1=NC=C(C=N1)C(=O)NC(C=O)C 2-((5-chloro-2,3-dihydro-1H-inden-2-yl)amino)-N-(1-oxopropan-2-yl)pyrimidine-5-carboxamide